(2S,3R,4S,4aR,10bR)-9-Hydroxy-6-oxo-1,2,3,4,4a,5,6,10b-octahydrophenanthridine-2,3,4-triyl triacetate C(C)(=O)O[C@H]1C[C@@H]2C3=CC(=CC=C3C(N[C@H]2[C@@H]([C@@H]1OC(C)=O)OC(C)=O)=O)O